FC=1C=C(C=2N(C1)C(=NC2)C(=O)NC2=C1C(NC(C1=CC=C2)=O)C2=C(C=CC=C2)C)F 6,8-difluoro-N-(1-oxo-3-(o-tolyl)isoindolin-4-yl)imidazo[1,5-a]pyridine-3-carboxamide